(5-chloro-3-fluoropyridin-2-yl)(2H2)methanol ClC=1C=C(C(=NC1)C(O)([2H])[2H])F